4-({4-[(cyclopentyloxy)methyl]-5-(3,5-dimethoxy-4-methylphenyl)-6-methylpyridin-2-yl}amino)oxane-4-carboxylic acid C1(CCCC1)OCC1=CC(=NC(=C1C1=CC(=C(C(=C1)OC)C)OC)C)NC1(CCOCC1)C(=O)O